COC1=C(C=CC=C1)C=CC=O 3-(o-methoxyphenyl)acrolein